2,3-butylene bis(β-naphthalenesulfonate) C1=C(C=CC2=CC=CC=C12)S(=O)(=O)OC(C)C(C)OS(=O)(=O)C1=CC2=CC=CC=C2C=C1